CN1C(C=2C=CC=C3C2C1=CC1=C(N3)N=CC=C1)=O 1-methyl-1,6-dihydro-2H-pyrido[3',2':6,7]azepino[4,3,2-cd]isoindol-2-one